(2R,3S,4S)-4-hydroxy-2-[(4-methoxyphenyl)methyl]pyrrolidin-3-yl N-[2-(1H-pyrazol-4-yl)ethyl]carbamate N1N=CC(=C1)CCNC(O[C@H]1[C@H](NC[C@@H]1O)CC1=CC=C(C=C1)OC)=O